CN1N=CC=C1C1=C2C(=NC(=C1)N1[C@@H](COCC1)C)C(=NS2=O)C2=CC=NN2 7-(1-methyl-1H-pyrazol-5-yl)-5-((R)-3-methylmorpholino)-3-(1H-pyrazol-5-yl)isothiazolo[4,5-b]pyridine 1-oxide